(S)-4-ethyl-8-fluoro-4-hydroxy-11-((1-(hydroxymethyl)-7-azabicyclo[2.2.1]heptan-7-yl)methyl)-9-methyl-1,12-dihydro-14H-pyrano[3',4':6,7]indolizino[1,2-b]quinoline-3,14(4H)-dione C(C)[C@]1(C(OCC=2C(N3CC=4C(=NC=5C=C(C(=CC5C4CN4C5(CCC4CC5)CO)C)F)C3=CC21)=O)=O)O